FC(CNC1=C(C#N)C=C(C=C1)C=1OC(=NN1)C=1C=CC2=C(N(C=N2)C(C)C)C1)F 2-[(2,2-difluoro-ethyl)amino]-5-{5-[1-(propan-2-yl)-1H-1,3-benzodiazol-6-yl]-1,3,4-oxadiazol-2-yl}benzonitrile